NC(CC)C=1N=C(SC1)C(=O)C1=CNC2=CN=CC=C21 (4-(1-aminopropyl)thiazol-2-yl)(1H-pyrrolo[2,3-c]pyridin-3-yl)methanone